N-(3-(dimethylamino)benzyl)-N-(3-methoxybenzyl)-3-((2-(2-(3-methoxyphenoxy)ethoxy)ethoxy)methyl)aniline CN(C=1C=C(CN(C2=CC(=CC=C2)COCCOCCOC2=CC(=CC=C2)OC)CC2=CC(=CC=C2)OC)C=CC1)C